ClC=1C(=NC(=NC1)NC1=C(C=C(C=C1)C(=O)N1CCOCC1)OC)C1=CC=CC=C1 (4-((5-chloro-4-phenylpyrimidin-2-yl)amino)-3-methoxyphenyl)(morpholino)methanone